ClC=1C(=CC=2N(C1)C(=CN2)C2=NC=CC(=N2)N2C[C@H](O[C@H](C2)C=2C=NNC2C)C)F (2R,6S)-4-(2-(6-chloro-7-fluoroimidazo[1,2-a]pyridin-3-yl)pyrimidin-4-yl)-2-methyl-6-(5-methyl-1H-pyrazol-4-yl)morpholine